CN(C)C.[Ga] gallium trimethyl-amine